C(C)(=O)NCC1=CC(=C2CN(C(NC2=C1)=O)C1CCC(CC1)C(=O)NC1=CC(=C(C=C1)C)OC)C (1s,4s)-4-(7-(Acetamidomethyl)-5-methyl-2-oxo-1,2-dihydroquinazolin-3(4H)-yl)-N-(3-methoxy-4-methylphenyl)cyclohexanecarboxamide